C(#C)C1=C(C=CC(=C1)N1CCN(CC1)C)NC1=NC=C(C(=N1)NCCCN1CCOCCC1=O)C(F)(F)F 4-(3-((2-((2-ethynyl-4-(4-methylpiperazin-1-yl)phenyl)amino)-5-(trifluoromethyl)pyrimidin-4-yl)amino)propyl)-1,4-oxazepan-5-one